OCC=1N=C(SC1)C1(CCC2(OCCO2)CC1)O 8-(4-(hydroxymethyl)thiazol-2-yl)-1,4-dioxaspiro[4.5]decan-8-ol